CN1CCN(CC1)C1=C(C=CC=C1)CN 1-[2-(4-methylpiperazin-1-yl)phenyl]methylamine